uridine-diol [C@]1(C(O)([C@H](O)[C@@H](CO)O1)O)(N1C(=O)NC(=O)C=C1)O